2-[4-[benzyloxycarbonyl(methyl)amino]butanoylamino]-4-phenyl-thiazol C(C1=CC=CC=C1)OC(=O)N(CCCC(=O)NC=1SC=C(N1)C1=CC=CC=C1)C